BrC1=CC=C(C=C1)CCC1=CC=C(C=C1)O 4-[2-(4-Bromophenyl)ethyl]phenol